FC1=C(C=C(C(=C1)F)C1=NC=NC2=CC(=CC=C12)N1CCOCC1)C(O)C1=NC=CN=C1C [2,4-Difluoro-5-(7-morpholin-4-ylquinazolin-4-yl)phenyl]-(3-methylpyrazin-2-yl)methanol